ClC=1C=C2C(N(C(=NC2=C(C1)Cl)N(CC)CC)NC(CC1=CC(=CC(=C1)F)F)=O)=O N-(6,8-Dichloro-2-diethylamino-4-oxo-4H-quinazolin-3-yl)-2-(3,5-difluoro-phenyl)-acetamide